tert-butyl (Z)-4-(5-((5-oxo-3-phenylisoxazol-4(5H)-ylidene)methyl)thiophen-2-yl)piperazine-1-carboxylate O=C1\C(\C(=NO1)C1=CC=CC=C1)=C/C1=CC=C(S1)N1CCN(CC1)C(=O)OC(C)(C)C